FC(C1=CC=C(C=N1)C=1C=NC=CC1)(F)F 6'-(trifluoromethyl)-[3,3'-bipyridine]